COC=1C=C2CCNC(C2=CC1)C1=CC=C(C=C1)Cl 6-methoxy-1-(p-chlorophenyl)-1,2,3,4-tetrahydroisoquinoline